BrC1=C(C=C2C=NC(=NN21)N[C@H]2[C@@H](COCC2)O)C(=O)N(C)C 7-bromo-2-(((3s,4r)-3-hydroxytetrahydro-2H-pyran-4-yl)amino)-N,N-dimethylpyrrolo[2,1-f][1,2,4]triazine-6-carboxamide